C(C)(C)C1=CC(=NC=N1)C(=O)O 6-isopropylpyrimidine-4-carboxylic acid